T-amylimino-tris(ethylmethylamino)tantalum C(C)(C)(CC)N=[Ta](N(CC)C)(N(CC)C)N(C)CC